C1(=CC=CC=C1)OC(CCCCCC)C 7-octyl phenyl ether